methyl 3-((methylsulfonyl)amino)-2-(((4-phenylcyclohexyl)oxy) methyl)-piperidine-1-carboxylate CS(=O)(=O)NC1C(N(CCC1)C(=O)OC)COC1CCC(CC1)C1=CC=CC=C1